6-bromo-N-(1-phenylethyl)-9H-carbazol-1-amine BrC=1C=C2C=3C=CC=C(C3NC2=CC1)NC(C)C1=CC=CC=C1